2',2'''-(pyridine-2,6-diyl)bis(3-(1-adamantanyl)-5-(triethylsilyl)-[1,1'-biphenyl]-2-ol) N1=C(C=CC=C1C1=C(C=CC=C1)C=1C(=C(C=C(C1)[Si](CC)(CC)CC)C12CC3CC(CC(C1)C3)C2)O)C2=C(C=CC=C2)C=2C(=C(C=C(C2)[Si](CC)(CC)CC)C23CC1CC(CC(C2)C1)C3)O